(S)-1-(3-(8-amino-1-((3,5-difluoro-2,6-dimethoxypyridin-4-yl)ethynyl)-5-methylimidazo[1,5-a]pyrazin-3-yl)pyrrolidin-1-yl)prop-2-en-1-one NC=1C=2N(C(=CN1)C)C(=NC2C#CC2=C(C(=NC(=C2F)OC)OC)F)[C@@H]2CN(CC2)C(C=C)=O